7-(2-((1S,2R,3S,4R)-4-(4-amino-7H-pyrrolo[2,3-d]pyrimidin-7-yl)-2,3-dihydroxy-1-methylcyclopentyl)ethyl)-2H-[1,4]oxazino[3,2-h]quinolin-3(4H)-one NC=1C2=C(N=CN1)N(C=C2)[C@H]2[C@@H]([C@@H]([C@@](C2)(C)CCC2=CC=NC=1C3=C(C=CC21)NC(CO3)=O)O)O